N1N=CC(=C1)C1=CC=C(C=C1)NC1=NC(=NN2C1=CC=C2)C2=CC=C1C=C(N(C1=C2)C)C(=O)N2CC(C2)(F)F (6-(4-((4-(1H-pyrazol-4-yl)phenyl)amino)pyrrolo[2,1-f][1,2,4]triazin-2-yl)-1-methyl-1H-indol-2-yl)(3,3-difluoroazetidin-1-yl)methanone